Taurat NCCS(=O)(=O)[O-]